5-chloro-2-methoxy-N-(5-oxo-6,7-dihydro-5H-pyrrolo[3,4-b]pyridin-3-yl)benzenesulfonamide ClC=1C=CC(=C(C1)S(=O)(=O)NC=1C=C2C(=NC1)CNC2=O)OC